ClC=1C=C(C=CC1F)NC(=O)C1CNCC1 3-[(3-chloro-4-fluorophenyl)carbamoyl]pyrrolidin